CC1(OB(OC1(C)C)C=1C=C(C=CC1)CCC(=O)OC)C methyl 3-[3-(4,4,5,5-tetramethyl-1,3,2-dioxaborolan-2-yl)phenyl]propanoate